IC=1C=C(C=2C=CN(C2C1)C(C)C)NC1CCN(CC1)C 6-iodo-1-isopropyl-N-(1-methyl-4-piperidyl)indol-4-amine